FC1(CCN(CC1)C(=O)C=1C=C2N=C(C=NC2=CC1)C=1C=C2C(=NC1)N(N=C2)C)F (4,4-difluoro-1-piperidinyl)(3-(1-methyl-1H-pyrazolo[3,4-b]pyridin-5-yl)-6-quinoxalinyl)methanone